octane-1-one oxime C(CCCCCCC)=NO